3-(carboxymethyl)-4-cyclopropyl-6-isocyano-1H-quinolin-2-one C(=O)(O)CC=1C(NC2=CC=C(C=C2C1C1CC1)[N+]#[C-])=O